N1=NC(=CC2=C1C1=C(CCC2)C=CC=C1)N1N=C(N=C1N)NC1=CC(=C(C=C1)C1NCC2C1CN(C2)CCC)F 1-(6,7-dihydro-5H-benzo[6,7]cyclohepta[1,2-c]pyridazin-3-yl)-N3-(3-fluoro-4-(5-propyloctahydropyrrolo[3,4-c]pyrrolyl)phenyl)-1H-1,2,4-triazole-3,5-diamine